Ethyl 2-((tert-Butoxycarbonyl) amino)-1H-imidazole-5-carboxylate C(C)(C)(C)OC(=O)NC=1NC(=CN1)C(=O)OCC